5-(2,4-difluorophenyl)-N-[2-[6-(5-fluoro-6-methyl-3-pyridyl)-2-pyridyl]-2-(1-methylpyrazol-4-yl)propyl]isoxazole-3-carboxamide FC1=C(C=CC(=C1)F)C1=CC(=NO1)C(=O)NCC(C)(C=1C=NN(C1)C)C1=NC(=CC=C1)C=1C=NC(=C(C1)F)C